The molecule is a organic cation obtained by protonation of the two tertiary amino functions of vanoxerine It is an ammonium ion derivative and an organic cation. It is a conjugate acid of a vanoxerine. C1C[NH+](CC[NH+]1CCCC2=CC=CC=C2)CCOC(C3=CC=C(C=C3)F)C4=CC=C(C=C4)F